CC1=C(CI)C=CC=C1 o-methylbenzyl iodide